C(#N)C=1C=NN2C1C(=CC(=C2)C=2C=NN(C2)C2CCN(CC2)CC2=CC=C(C=C2)NC(OC(C)(C)C)=O)OC tert-butyl (4-((4-(4-(3-cyano-4-methoxypyrazolo[1,5-a]pyridin-6-yl)-1H-pyrazol-1-yl)piperidin-1-yl)methyl)phenyl)carbamate